1-phenyl-3-aminobutane C1(=CC=CC=C1)CCC(C)N